8-(1-Ethoxy-1-oxopentan-3-yl)-1,4-dihydro-2,3-benzoxazine-3-carboxylic acid tert-butyl ester C(C)(C)(C)OC(=O)N1OCC2=C(C1)C=CC=C2C(CC(=O)OCC)CC